OCCSC(CCC)=O thiobutyric acid-S-(2-hydroxyethyl) ester